C1(CCCCC1)N1C(N(C(=NC1=O)N(C)C)C)=O 3-cyclohexyl-6-dimethylamino-1-methyl-1,3,5-triazine-2,4-dione